(oxetan-3-yl)-3-(piperidin-3-yl)imidazolin-2-one tert-butyl-2-aminospiro[5,6-dihydrocyclopenta[d]thiazole-4,3'-azetidine]-1'-carboxylate C(C)(C)(C)OC(=O)N1CC2(C1)CCC1=C2N=C(S1)N.O1CC(C1)N1C(N(CC1)C1CNCCC1)=O